The molecule is a chlorophenylethylene that is chloroethene in which the methylene hydrogens are replaced by 4-chlorophenyl groups. It has a role as an environmental contaminant. It is a member of monochlorobenzenes and a chlorophenylethylene. C1=CC(=CC=C1C(=CCl)C2=CC=C(C=C2)Cl)Cl